Ethylhexyl dimethyl-p-aminobenzoate CC=1C(=C(C(=O)OC(CCCCC)CC)C=CC1N)C